FC=1C=CC2=C(CCO2)C1CN (5-fluoro-2,3-dihydrobenzofuran-4-yl)methylamine